C(C)(C)(C)OC(=O)N1CC(C1)N1N=C(C2=CC(=CC=C12)Br)COC1=C(C=CC=C1)CC(=O)OCC 3-(5-bromo-3-((2-(2-ethoxy-2-oxoethyl)phenoxy)methyl)-1H-indazol-1-yl)azetidine-1-carboxylic acid tert-butyl ester